O=C1NC(C2(CC2)C1)C(=O)OCC ethyl 6-oxo-5-azaspiro[2.4]heptane-4-carboxylate